phosphino-silicon P[Si]